NC=1C=CC(=NC1NC(C1=CN=C(C=C1)N1CCN(CC1)C)=O)C1=CC=NC=C1 N-(5-amino-[2,4'-bipyridin]-6-yl)-6-(4-methylpiperazin-1-yl)nicotinamide